OC1=C(C=C(C=C1)CC)C1=C(CCC2N(CCC2)C)C=CC=C1 2-[2-(2-hydroxy-5-ethyl-phenyl)-phenethyl]-N-methylpyrrolidine